7,8-Dihydroxyphenyl-octahydrobenzo[h]isoquinoline OC1=C(C=CC=2C1CCC1CCNC(C21)C2=CC=CC=C2)O